4-(N,N-dimethylcarbamoyl)phenylboronic acid CN(C(=O)C1=CC=C(C=C1)B(O)O)C